1-{[(2-methylpropan-2-yl)oxy]carbonyl}hexahydropyridine-4-carbonyl chloride CC(C)(C)OC(=O)N1CCC(CC1)C(=O)Cl